[Fe+3].S(=O)(=O)=C1CC=C(C=C1)C=1C2=CC=C(N2)C(=C2C=CC(C(=C3C=CC(=C(C=4C=CC1N4)C4=CCC(C=C4)=S(=O)=O)N3)C3=CCC(C=C3)=S(=O)=O)=N2)C2=CCC(C=C2)=S(=O)=O 5,10,15,20-tetrakis(4-sulfonylphenyl)porphyrin iron (III)